NC1CC(C1)CC1CN(C1)C(=O)OC(C)(C)C tert-butyl 3-[(3-aminocyclobutyl)methyl]azetidine-1-carboxylate